butyl 7-(2-chloro-[1,2,4]triazolo[1,5-a]pyridin-6-yl)-9-oxa-3,7-diazabicyclo[3.3.1]nonane-3-carboxylate ClC1=NN2C(C=CC(=C2)N2CC3CN(CC(C2)O3)C(=O)OCCCC)=N1